NC=1C2=C(N=CN1)N(C=C2C=2C=C(CNS(=O)(=O)C)C=CC2)[C@@H]2C[C@@H](C2)CN2C[C@@H](CC2)O N-(3-(4-amino-7-(cis-3-(((R)-3-hydroxypyrrolidin-1-yl)methyl)cyclobutyl)-7H-pyrrolo[2,3-d]pyrimidin-5-yl)benzyl)methanesulfonamide